ClC=1C(=NC=CC1)C1(CC(C1)=C)C#N 1-(3-chloropyridin-2-yl)-3-methylenecyclobutane-1-carbonitrile